NC(C(=O)O)CCP(=O)(OC)OO 2-amino-4-[hydroxy-(methyl)phosphono]-butyric acid